C(C)(C)OC1=CC2=C(N(N=C2C=C1)COCC[Si](C)(C)C)C1=CC(=NC=N1)N1CCN(CC1)C(=O)OCCCC butyl 4-[6-[5-isopropoxy-2-(2-trimethylsilylethoxymethyl)indazol-3-yl]pyrimidin-4-yl]piperazine-1-carboxylate